5-(2-bromoethoxy)-2-(1-ethoxyethenyl)-3-(trifluoromethyl)pyridine BrCCOC=1C=C(C(=NC1)C(=C)OCC)C(F)(F)F